ClCC1=[N+](C=CC=C1C(=O)OC)[O-] 2-(Chloromethyl)-3-(methoxycarbonyl)pyridine 1-oxide